1-[4-[tert-butyl-(diphenyl)silyl]oxytetrahydrofuran-3-yl]ethanone C(C)(C)(C)[Si](OC1C(COC1)C(C)=O)(C1=CC=CC=C1)C1=CC=CC=C1